NCC=1C=C(C=CC1)NCCCCCC(=O)NC1=C2C(N(C(C2=CC=C1)=O)C1C(NC(CC1)=O)=O)=O 6-((3-(aminomethyl)phenyl)amino)-N-(2-(2,6-dioxopiperidin-3-yl)-1,3-dioxoisoindolin-4-yl)hexanamide